NC1=C(C(=NC=N1)N1CC(C(CC1)C(F)(F)F)N1C(C(CCC1)NC1=CC(=CC(=C1)F)Cl)=O)F Trans-1'-(6-amino-5-fluoropyrimidin-4-yl)-3-(3-chloro-5-fluorophenylamino)-4'-(trifluoromethyl)-1,3'-bipiperidin-2-one